BrC=1C=C(C=CC1)C=1N=NNC1C(=O)O 4-(3-bromophenyl)-1H-1,2,3-triazole-5-carboxylic acid